(Z)-1-(4-amino-2-fluorobut-2-en-1-yl)-4-(3-((3,3-difluoropyrrolidin-1-yl)sulfonyl)phenyl)-1H-benzo[d]imidazol-6-carboxylic Acid Hydrochloride Cl.NC\C=C(\CN1C=NC2=C1C=C(C=C2C2=CC(=CC=C2)S(=O)(=O)N2CC(CC2)(F)F)C(=O)O)/F